C(C)[C@@H]1N(CCCC1)C(C[C@@H](C(=O)N[C@@H](C)C1=NC2=C(N1)C=CC=C2F)NC(N(C)CC(C)C)=O)=O (2S)-4-[(2S)-2-ethyl-1-piperidyl]-N-[(1S)-1-(4-fluoro-1H-benzimidazol-2-yl)ethyl]-2-[[isobutyl(methyl)carbamoyl]amino]-4-oxo-butanamide